COC([C@@H](NC(CNS(=O)(=O)C1=CC=C(C=C1)[N+](=O)[O-])=O)[C@@H](C)CC)=O N-(4-Nitrobenzene-1-sulfonyl)glycyl-L-isoleucine methyl ester